F[C@@H](C(=O)O)[C@H](OCC1=CC=CC=C1)[C@H](O)COCC1=CC=CC=C1 2-deoxy-2-fluoro-3,5-di-O-benzyl-D-ribonic acid